FC(CCS(=O)(=O)NC1=C(C=C(C=C1)C1=NC=2C=NC(=NC2N(C1=O)C(C)C)N[C@@H]1CNC[C@@H](C1)CF)F)(C)F 3,3-difluoro-N-[2-fluoro-4-[2-[[(3S,5R)-5-(fluoromethyl)-3-piperidyl]amino]-8-isopropyl-7-oxo-pteridin-6-yl]phenyl]butane-1-sulfonamide